1-(2,2-difluoroethyl)-1H-pyrazole-3-carboxamide monohydrochloride Cl.FC(CN1N=C(C=C1)C(=O)N)F